C(C)(C)(C)OC(=O)N1CC2=C(N=C(N=C2)NCCC2=CC=C(C=C2)Br)CC1 2-(4-Bromophenyl-ethyl)amino-7,8-dihydropyrido[4,3-d]pyrimidine-6(5H)-carboxylic acid tert-butyl ester